COCO[C@H]1[C@@H](C[C@@H](C1)NS(=O)(=O)C1=C(C=CC=C1)[N+](=O)[O-])NC(OC(C)(C)C)=O Tert-butyl {(1R,2R,4S)-2-(methoxymethoxy)-4-[(2-nitrobenzene-1-sulfonyl)amino]cyclopentyl}carbamate